tert-butyl {3-[(1S)-1-{[(S)-2-methylpropane-2-sulfinyl]amino}ethyl]bicyclo[1.1.1]pentan-1-yl}carbamate CC(C)(C)[S@](=O)N[C@@H](C)C12CC(C1)(C2)NC(OC(C)(C)C)=O